CN(C(C(=O)O)C1=C2C(COC3(COCCC3)C2=CC=C1)C)[C@@H]1C[C@H](CC1)OCCCCC1=NC=2NCCCC2C=C1 2-(methyl((1S,3S)-3-(4-(5,6,7,8-tetrahydro-1,8-naphthyridin-2-yl)butoxy)cyclopentyl)amino)-2-(4-methyl-5',6'-dihydro-2'H,4'H-spiro[isochromane-1,3'-pyran]-5-yl)acetic acid